C(CCCCCCC=CCCCCCCCCCCCCC)(=O)O 8-Docosenoic acid